C(C=C)(=O)N1C[C@@H](CCC1)N1N=C(C=2C1=NC=NC2N)C2=CC=C(C1=C2OCO1)NC(=O)C1=CC=C(C2=CC=CC=C12)C (R)-N-(7-(1-(1-acryloylpiperidin-3-yl)-4-amino-1H-pyrazolo[3,4-d]pyrimidin-3-yl)benzo[d][1,3]dioxol-4-yl)-4-methyl-1-naphthamide